(3R,4R)-4-((7-(imidazo[1,5-a]pyridin-5-yl)pyrrolo[2,1-f][1,2,4]triazin-2-yl)amino)-1-(methylsulfonyl)piperidin-3-ol C=1N=CN2C1C=CC=C2C2=CC=C1C=NC(=NN12)N[C@H]1[C@@H](CN(CC1)S(=O)(=O)C)O